NC=1C=C(C=C2C=C(C=C(C12)O)S(=O)(=O)O)S(=O)(=O)O 8-amino-1-hydroxynaphthalene-3,6-disulfonic acid